C(C)(=O)NC1=C(C=CC(=C1)C(=O)OC)[C@H]1N(CCCC1)CC1=C2C=CN(C2=C(C=C1OC)C)C(=O)OC(C)(C)C tert-butyl (S)-4-((2-(2-acetamido-4-(methoxycarbonyl)phenyl)piperidin-1-yl)methyl)-5-methoxy-7-methyl-1H-indole-1-carboxylate